ClC1=C(C=CC=C1NC(=O)C=1N(C2=C(CNC(C2)C)N1)C)C1=C(C(=CC=C1)C=1OC2=C(N1)C=C(C=C2C#N)CN2CCC(CC2)C(=O)O)C 1-((2-(2'-chloro-3'-(1,6-dimethyl-4,5,6,7-tetrahydro-1H-imidazo[4,5-c]pyridine-2-carboxamido)-2-methylbiphenyl-3-yl)-7-cyanobenzo[d]oxazol-5-yl)methyl)piperidine-4-carboxylic acid